Cl.NC1=CN(C2=C1C(N(C=C2C)CC)=O)C 3-Amino-5-ethyl-1,7-dimethyl-1H-pyrrolo[3,2-c]pyridin-4(5H)-one hydrochloride